(S)-tert-butyl 3-(4-(1-(1,3-dioxoisoindolin-2-yl)propyl)thiazole-2-carbonyl)-6-fluoro-1H-indole-1-carboxylate O=C1N(C(C2=CC=CC=C12)=O)[C@@H](CC)C=1N=C(SC1)C(=O)C1=CN(C2=CC(=CC=C12)F)C(=O)OC(C)(C)C